5-chloro-N-(3-chloro-4-(4-(4-methylpiperazin-1-yl)piperidin-1-yl)phenyl)-4-(1-(methylsulfonyl)-1H-indol-3-yl)pyrimidin-2-amine ClC=1C(=NC(=NC1)NC1=CC(=C(C=C1)N1CCC(CC1)N1CCN(CC1)C)Cl)C1=CN(C2=CC=CC=C12)S(=O)(=O)C